C(#N)[Pt](C#N)(C#N)C#N tetracyanoplatinum